CC=1N(C(C2=C(N1)C=C(N=C2C2=C(C(=C(C=C2)F)F)F)N2C[C@@H](OCC2)C=2C=NN(C2)C)=O)C 2,3-dimethyl-7-((2S)-2-(1-methyl-1H-pyrazol-4-yl)-4-morpholinyl)-5-(2,3,4-trifluoro-phenyl)pyrido[4,3-d]-pyrimidin-4(3H)-one